FC=1C=2N(C=C(C1)C1=CNC=3N=C(N=C(C31)OC)NC3CC(C3)(C)NC(C)=O)C=CN2 N-((1s,3s)-3-((5-(8-fluoroimidazo[1,2-a]pyridin-6-yl)-4-methoxy-7H-pyrrolo[2,3-d]pyrimidin-2-yl)amino)-1-methylcyclobutyl)acetamide